N1=C2N(C=C1C=1C=C(C=NC1OC1=CC=C(C=C1)C(F)(F)F)S(=O)(=O)NC)CCC2 5-(6,7-dihydro-5H-pyrrolo[1,2-a]imidazol-2-yl)-N-methyl-6-(4-(trifluoromethyl)phenoxy)pyridine-3-sulfonamide